4-(1-hydroxyethyl)-5,6,7,8-tetrahydroquinoline-2-carboxylic acid OC(C)C1=CC(=NC=2CCCCC12)C(=O)O